CC(CCCCC)([Si](CCCCCC)(CCCCCC)CCCCCCCCCCCCCCCCCC)C dimethyloctadecyl-trihexyl-silicon